BrC=1C(=C(C(=O)[O-])C(=C(C1)C)C)OCOC 3-bromo-2-(methoxymethoxy)-5,6-dimethylbenzoate